C(C1=CC=CC=C1)N1CCN(CC1)CCS(=O)(=O)NC=1C=C2C=CC=NC2=CC1 2-(4-Benzylpiperazin-1-yl)-N-(quinolin-6-yl)ethanesulphonamide